16E-pentaenoic acid C(C=CCC)(=O)O